IC1=NNC=2C1=NC=C(C2)SC2=C(C(=O)NC)C=CC=C2 2-[(3-iodo-1H-pyrazolo[4,3-b]pyridin-6-yl)thio]-N-methylbenzamide